ClC1=CC=C2C(=N1)OC(=C2)C2=CC=CC=C2 6-Chloro-2-phenylfuro[2,3-b]pyridine